6-Bromo-8-(cis-4-hydroxy-4-methyl-cyclohexylamino)-imidazo[1,2-a]pyrazine-2-carboxylic acid ethyl ester C(C)OC(=O)C=1N=C2N(C=C(N=C2NC2CCC(CC2)(C)O)Br)C1